3-[2-({[(3-chloro-2-pyridyl)cyclobutyl]methyl}amino)pyrimidin-5-yl]benzenecarbonitrile ClC=1C(=NC=CC1)C1(CCC1)CNC1=NC=C(C=N1)C=1C=C(C=CC1)C#N